C1(C(CC(CC1)C(=C)C)O)C 8-p-menthen-2-ol